tert-butyl 4-(3-(3-bromo-2-methylphenoxy)propyl)piperidine-1-carboxylate BrC=1C(=C(OCCCC2CCN(CC2)C(=O)OC(C)(C)C)C=CC1)C